7-Methoxy-2-oxo-8-(1,2,3,4-tetrahydroquinoline-1-carbonyl)-2H-chromene-4-carboxylic acid COC1=CC=C2C(=CC(OC2=C1C(=O)N1CCCC2=CC=CC=C12)=O)C(=O)O